6-Amino-N,N-bis(3-(((2S,3S,4S,5S,6R)-3,4,5-trihydroxy-6-(hydroxymethyl)tetrahydro-2H-pyran-2-yl)oxy)propyl)hexanamide NCCCCCC(=O)N(CCCO[C@H]1O[C@@H]([C@H]([C@@H]([C@@H]1O)O)O)CO)CCCO[C@H]1O[C@@H]([C@H]([C@@H]([C@@H]1O)O)O)CO